NCCC(CC[Si](OC)(OC)C)N 3-(2-aminoethyl)-aminopropyl-methyldimethoxysilane